NC(CC(=O)O)C(NC(C(OCCC)=O)CCC)=O 3-amino-3-[(1-oxo-1-propoxypent-2-yl)carbamoyl]propionic acid